ClC1=CC(=C(C=C1)C1=CC=CC=C1)C1=NN=CN1C 4'-chloro-2'-(4-methyl-1,2,4-triazol-3-yl)-[1,1'-biphenyl]